CN(C1=CC=C(C=C1)/C=C/C(=O)C1=CC=C(C=C1)OCCOCCOCCO)C (E)-3-[4-(Dimethylamino)phenyl]-1-[4-[2-[2-(2-hydroxyethoxy)ethoxy]ethoxy]phenyl]prop-2-en-1-one